[(2R,3S,7S)-7-(6-tert-Butylfuro[2,3-b]pyrazin-2-yl)-3-cyclobutyl-azepan-2-yl]methanol C(C)(C)(C)C1=CC=2C(=NC=C(N2)[C@@H]2CCC[C@H]([C@@H](N2)CO)C2CCC2)O1